ClC1=CNC2=C(C=CC=C12)NS(=O)(=O)C=1C=C(C(=O)NCCCOCCOCCOCCCNC(CO[C@H]2[C@@H](CC[C@H](C2)C)C(C)C)=O)C=CC1 3-(N-(3-chloro-1H-indol-7-yl)sulfamoyl)-N-(1-(((1R,2S,5R)-2-isopropyl-5-methylcyclohexyl)oxy)-2-oxo-7,10,13-trioxa-3-azahexadecan-16-yl)benzamide